(4-(1H-indazol-5-yl)phenyl)spiro[indoline-2,3'-pyrrolidine]-2'-one N1N=CC2=CC(=CC=C12)C1=CC=C(C=C1)N1C(C2(CC1)NC1=CC=CC=C1C2)=O